5-(Benzylmethylamino)-2-(pyridin-2-yl)-4,5,6,7-tetrahydro-2H-indazol-3-ol C(C1=CC=CC=C1)N(C1CC2=C(N(N=C2CC1)C1=NC=CC=C1)O)C